S(N)(=O)(=O)NC(CC)=N N-sulfamoyl-propionamidine